[4-[(E)-cinnamyl]piperazin-1-yl]-phenyl-methanone C(\C=C\C1=CC=CC=C1)N1CCN(CC1)C(=O)C1=CC=CC=C1